2-ethoxy-2-methyl-1-(4-methyldiethoxysilylbutyl)-1-aza-2-silacyclopentane C(C)O[Si]1(N(CCC1)CCCC[Si](OCC)(OCC)C)C